NC1=C(C=2C(=NC=C(C2S1)F)C=1C2=C(C=3C=NC(=NC3C1F)N1[C@H]([C@H](CC1)N1CCN(CC1)CC)C)COC2)C#N 2-Amino-4-(3-((2S,3S)-3-(4-ethylpiperazin-1-yl)-2-methylpyrrolidin-1-yl)-5-fluoro-7,9-dihydrofuro[3,4-f]quinazolin-6-yl)-7-fluorothieno[3,2-c]pyridine-3-carbonitrile